CC(C)(C)[S@@](=O)/N=C/C1=NN2C(CN(CC2)C)=C1 (R)-2-methyl-N-[(1E)-{5-methyl-4H,6H,7H-pyrazolo[1,5-a]pyrazin-2-yl}methylene]propane-2-sulfinamide